C(C1=CC=CC=C1)OC=1C=CC2=C(CN(S(O2)(=O)=O)CC=2C=C(C=CC2C)C(CC(=O)OCC)C2=C(C3=C(N(N=N3)CCOCCOCC3=CC=CC=C3)C=C2)C)C1 ethyl 3-(3-{[6-(benzyloxy)-2,2-dioxo-2H-1,2λ6,3-benzoxathiazin-3(4H)-yl]methyl}-4-methylphenyl)-3-(1-{2-[2-(benzyloxy)ethoxy]ethyl}-4-methyl-1H-benzotriazol-5-yl)propanoate